N-((6-((3R,5S)-3,5-Dimethylpiperazin-1-yl)pyridin-2-yl)methyl)-5-(4-fluorophenyl)pyrrolo[2,1-f][1,2,4]triazin-4-amine C[C@@H]1CN(C[C@@H](N1)C)C1=CC=CC(=N1)CNC1=NC=NN2C1=C(C=C2)C2=CC=C(C=C2)F